ClC=1C=NC(=NC1)C1C[C@H](NCC1)C 5-chloro-2-((2R)-2-methylpiperidin-4-yl)pyrimidine